N-(4-cyclopropyl-1-ethyl-5-methyl-1H-pyrazol-3-yl)-4,4,4-trifluoro-3-(trifluoromethyl)butanamide C1(CC1)C=1C(=NN(C1C)CC)NC(CC(C(F)(F)F)C(F)(F)F)=O